FC=1C=C(C(=O)N(C)C)C=C(C1N1N=C2C(=CC1=O)NN=C2C2=CC=C(C=C2)N2CCN(CC2)C)OC 3-Fluoro-5-methoxy-N,N-dimethyl-4-(3-(4-(4-methylpiperazin-1-yl)phenyl)-6-oxo-1H-pyrazolo[4,3-c]pyridazin-5(6H)-yl)benzamid